O1CCCC(=C1)C1=C(C(=C(C=N1)N)N)F 6-(3,4-dihydro-2H-pyran-5-yl)-5-fluoropyridine-3,4-diamine